C(C#CCCCCC)(=O)OC(C#CCCCCC)=O octynoic anhydride